(R)-3-Chloro-5-isopropyl-8-(3-(methylsulfinyl)azetidin-1-yl)isoquinoline ClC=1N=CC2=C(C=CC(=C2C1)C(C)C)N1CC(C1)[S@](=O)C